ClC=1C(=C(C=C2C=C(N=CC12)NC(NC)=O)C1=CN=C2CCCN(C2=C1C)C(=O)OC(C)(C)C)F tert-Butyl 7-[8-chloro-7-fluoro-3-(methylcarbamoylamino)-6-isoquinolyl]-8-methyl-3,4-dihydro-2H-1,5-naphthyridine-1-carboxylate